C(C1=CC=CC=C1)OC(=O)N1C[C@@H](CC[C@@H]1C)NC=1C2=C(N=CN1)N(C=C2C(=O)OCC)S(=O)(=O)C2=CC=CC=C2 ethyl 4-(((3R,6S)-1-((benzyloxy) carbonyl)-6-methylpiperidin-3-yl) amino)-7-(phenylsulfonyl)-7H-pyrrolo-[2,3-d]pyrimidine-5-carboxylate